(1R,2S)-2-[[6-[[4-(1H-indazol-4-yl)triazol-1-yl]methyl]-1H-indol-2-yl]methylamino]cyclopentanol METHYL-CINNAMATE (methyl-3-phenylprop-2-enoate) CC(C(=O)O)=CC1=CC=CC=C1.CC(C(=O)O)=CC1=CC=CC=C1.N1N=CC2=C(C=CC=C12)C=1N=NN(C1)CC1=CC=C2C=C(NC2=C1)CN[C@@H]1[C@@H](CCC1)O